OCC=1C=C(C=CC1C)[C@@H](C(C(=O)[O-])(C)C)C1=C(C=2N(C=C1)C(=NN2)C(F)(F)F)C (R)-3-(3-(hydroxymethyl)-4-methylphenyl)-2,2-dimethyl-3-(8-methyl-3-(trifluoromethyl)-[1,2,4]triazolo[4,3-a]pyridin-7-yl)propanoate